C(C)C1=C(C=CC(=C1)N)NCCCCC ethyl-N1-pentylbenzene-1,4-diamine